1-(9Z-octadecenoyl)-2-(8Z,11Z,14Z-eicosatrienoyl)-glycero-3-phosphocholine CCCCCCCC/C=C\CCCCCCCC(=O)OC[C@H](COP(=O)([O-])OCC[N+](C)(C)C)OC(=O)CCCCCC/C=C\C/C=C\C/C=C\CCCCC